N1=C(C=CC=C1)CCNC(=O)C1CC(CCC1C(C)C)C N-(2-(Pyridin-2-yl)ethyl)-3-p-menthan-carboxamid